(7-(4-(4-(benzo[b]thiophen-4-yl)piperazin-1-yl)butoxy)quinolin-2-yloxy)methyl propylcarbamate C(CC)NC(OCOC1=NC2=CC(=CC=C2C=C1)OCCCCN1CCN(CC1)C1=CC=CC=2SC=CC21)=O